1-amino-6-(trimethoxysilyl)hexane-2-ol NCC(CCCC[Si](OC)(OC)OC)O